BrC1=CC=CC(=N1)CC 1-(6-bromopyridin-2-yl)ethane